N1C(=NC=C1)CNCC=1NC=CN1 bis((1H-imidazol-2-yl)methyl)amine